NC=1NC2=CC=C(C=C2C1C#N)OC(F)(F)F 2-amino-5-(trifluoromethoxy)-1H-indole-3-carbonitrile